FC1=C(C=C(C=C1)F)C1(NC=CC=2C(=C(C=CC12)C)N)N 1-(2,5-difluorophenyl)-6-methylisoquinoline-1,5-diamine